carbon (glycerol) OCC(O)CO.[C]